glycolic acid bromopropionate BrC(C(=O)O)C.C(CO)(=O)O